O=C1N(C(C2=CC=CC=C12)=O)[C@]12OCC[C@@H]2[C@H]1C(=O)[O-] |o1:11,15,16| rel-(1R,5R,6R)-[1,3-dioxoisoindol-2-yl 2-oxabicyclo[3.1.0]hexane-6-carboxylate]